2,3,5,6-tetrafluoro-4-mercapto-benzoic acid FC1=C(C(=O)O)C(=C(C(=C1F)S)F)F